N-(1-(3-methoxy-4-(trifluoromethyl)phenyl)-3-methyl-1H-pyrazolo[3,4-b]pyridin-5-yl)acrylamide COC=1C=C(C=CC1C(F)(F)F)N1N=C(C=2C1=NC=C(C2)NC(C=C)=O)C